ClC1=CC=C(C=C1)NC1C2=C(C=3N(CC1)N=NC3C)C=CC(=C2)C=2C=NC=NC2 N-(4-chlorophenyl)-1-methyl-9-(pyrimidin-5-yl)-6,7-dihydro-5H-benzo[c][1,2,3]triazolo[1,5-a]azepin-7-amine